2-[3-fluoro-5-methyl-8-[(2R)-2-(trifluoromethyl)azetidin-1-yl]imidazo[1,2-a]pyrazin-6-yl]ethynyl-trimethyl-silane FC1=CN=C2N1C(=C(N=C2N2[C@H](CC2)C(F)(F)F)C#C[Si](C)(C)C)C